C(C)(=O)N1CCC(CC1)NCC1=C(C=C(C=C1)C1=NC=CC(=C1Cl)C=1C(=C(C=CC1)C1=CC=C(C(=N1)OC)CN1CC2(C1)NC(NC2)=O)Cl)OC 2-((6-(3-(2-(4-(((1-acetylpiperidin-4-yl)amino)methyl)-3-methoxyphenyl)-3-chloropyridin-4-yl)-2-chlorophenyl)-2-methoxypyridin-3-yl)methyl)-2,5,7-triazaspiro[3.4]octan-6-one